3-(2-hydroxyethyl)-piperidine-1-carboxylic acid tert-butyl ester C(C)(C)(C)OC(=O)N1CC(CCC1)CCO